NCC1=CC(=NC=C1)NC(OC(C)(C)C)=O tert-butyl N-[4-(aminomethyl)pyridin-2-yl]carbamate